(E)-2-cyano-3-(1-(2-methoxyphenyl)-1H-indol-3-yl)acrylic acid C(#N)/C(/C(=O)O)=C\C1=CN(C2=CC=CC=C12)C1=C(C=CC=C1)OC